FCC(C(C(C(C(C(C(=O)[O-])(F)F)(F)F)(F)F)(F)F)(F)F)(F)F tridecafluorooctaneAt